molybdenum dithiolene S1SC=CC1.[Mo]